N[C@@H](CCO)C1=CC=C(C=C1)Cl (S)-3-amino-3-(4-chlorophenyl)propan-1-ol